BrC=1C=C(C=CC1)C1(CC(C1)C)C(=O)OC Methyl 1-(3-bromophenyl)-3-methyl-cyclobutanecarboxylate